4-methoxy-N'-[5-methyl-4-(1-methylindol-3-yl)pyrimidin-2-yl]-6-(4-methylpiperidin-1-yl)benzene-1,3-diamine COC1=C(C=C(C(=C1)N1CCC(CC1)C)N)NC1=NC=C(C(=N1)C1=CN(C2=CC=CC=C12)C)C